(R)-1-(3-((6-((1-propyl-1H-pyrazol-4-yl)amino)-1H-pyrazolo[3,4-d]pyrimidin-4-yl)amino)piperidin-1-yl)prop-2-en-1-one C(CC)N1N=CC(=C1)NC1=NC(=C2C(=N1)NN=C2)N[C@H]2CN(CCC2)C(C=C)=O